NC1=NC=2C=C(C(=CC2C2=C1COC2)C(=O)N2[C@@H](COC[C@@H]2C2=CC=C(C=C2)C(F)(F)F)C)F (4-amino-7-fluoro-1,3-dihydrofuro[3,4-c]quinolin-8-yl)((3R,5S)-3-methyl-5-(4-(trifluoromethyl)phenyl)-4-morpholinyl)methanone